(R)-5-((E)-2-pyrrolidin-3-ylvinyl)pyrimidine monocitrate C(CC(O)(C(=O)O)CC(=O)O)(=O)O.N1C[C@H](CC1)/C=C/C=1C=NC=NC1